5-(hydroxymethyl)-furan-2-carbaldehyde OCC1=CC=C(O1)C=O